2,4,9-trimethyl-6-((2-oxo-1,2,3,4-tetrahydroquinolin-6-yl)amino)-4,9-dihydro-10H-pyrimido[5,4-b]thiazolo[5,4-e][1,4]diazepin-10-one CC=1SC=2N(C3=C(N(C(C2N1)=O)C)C=NC(=N3)NC=3C=C1CCC(NC1=CC3)=O)C